6-amino-5-bromo-3-(2-methoxyethyl)-2-methylquinazolin-4(3H)-one NC=1C(=C2C(N(C(=NC2=CC1)C)CCOC)=O)Br